COC=1C=C(C=CC1OC)C=1C=C(OC1)C(C(=O)O)CC=O (4-(3,4-dimethoxyphenyl)furan-2-yl)-4-oxobutanoic acid